OC=1C(=C(C(=O)O)C(=C(C1I)O)I)I 3,5-dihydroxy-2,4,6-triiodobenzoic acid